C(C1=CC=CC=C1)OCCCCCCO 6-(benzyloxy)hexan-1-ol